C1(CC1)C1=NC(=CC=C1O[C@@H]1C[C@H](CCC1)C(=O)O)C=1N=NN(C1COC(=O)N(C)CC(C)F)C (1S,3S)-3-((2-cyclopropyl-6-(5-((((2-fluoropropyl)(methyl)aminocarbonyl)oxy)methyl)-1-methyl-1H-1,2,3-triazol-4-yl)pyridin-3-yl)oxy)cyclohexane-1-carboxylic acid